Cl.Cl.ClC=1C(=NC2=CC=C(C=C2C1)C=1C=CC(=C(C1)CN)F)N1CCNCC1 [5-(3-chloro-2-piperazin-1-yl-6-quinolyl)-2-fluoro-phenyl]methanamine dihydrochloride